(±)-7-benzyl-5-(4-bromophenyl)-7a,8-dihydro-3H,5H-pyrrolo[2',1':3,4]pyrazino[2,3-b]indole-3,6(7H)-dione C(C1=CC=CC=C1)N1C(C(N2C3(C1NC=1C=CC=CC31)C=CC2=O)C2=CC=C(C=C2)Br)=O